O=C1NC2(CC1)CCC(CC2)NC(=O)C2CC1CCC(C2)N1 N-((5S,8s)-2-oxo-1-azaspiro[4.5]decan-8-yl)-8-azabicyclo[3.2.1]octane-3-carboxamide